CC1=NC(=NC(=C1)C)N1CC2CNCC2C1 2-(4,6-dimethylpyrimidin-2-yl)octahydropyrrolo[3,4-c]pyrrole